NC1=CC=C(C=C1)C para-Toluidin